4-bromo-N-(8,9-difluoro-6-oxo-1,4,5,6-tetrahydro-2H-pyrano[3,4-c]isoquinolin-1-yl)-2,6-difluoro-N-methylbenzamide BrC1=CC(=C(C(=O)N(C)C2COCC=3NC(C=4C=C(C(=CC4C32)F)F)=O)C(=C1)F)F